(E)-8-(2,4-dichlorophenyl)-9-(4-(2-((4-(dimethylamino)-4-oxobut-2-en-1-yl)amino)ethoxy)phenyl)-6,7-dihydro-5H-benzo[7]annulene-3-carboxylic acid ClC1=C(C=CC(=C1)Cl)\C=1\CCCC2=C(/C1/C1=CC=C(C=C1)OCCNCC=CC(=O)N(C)C)C=CC(=C2)C(=O)O